C(C)C1=NC(=CC=C1N1C[C@H](CC(C1)(F)F)CC(=O)O)C=1N=NN(C1COC(N(C)C1CC(C1)F)=O)C (S)-2-(1-(2-ethyl-6-(5-((((3-fluorocyclobutyl)(methyl)carbamoyl)oxy)methyl)-1-methyl-1H-1,2,3-triazol-4-yl)pyridin-3-yl)-5,5-difluoropiperidin-3-yl)acetic acid